C(CCCC)(=O)NC1=C(C=CC(=C1NC(CCCC)=O)C=1C=CC=C2C=CC=C(C12)C1=CC=C(C(=O)N[C@H](C)C2=CC=CC=C2)C=C1)C=1C=CC=C2C=CC=C(C12)C1=CC=C(C(=O)N[C@H](C)C2=CC=CC=C2)C=C1 4,4'-((2,3-dipentanamido-1,4-phenylene)bis(naphthalene-8,1-diyl))bis(N-((R)-1-phenylethyl)benzamide)